C(CCC)C1(CS(C2=C(N(C1)C1=CC=C(C=C1)NC(=O)C1CCCC1)C=C(C(=C2)O/C=C/C(=O)OCC)SC)(=O)=O)CCCC ethyl (E)-3-((3,3-dibutyl-5-(4-(cyclopentanecarboxamido)phenyl)-7-(methylthio)-1,1-dioxido-2,3,4,5-tetrahydro-1,5-benzothiazepin-8-yl)oxy)acrylate